N-(2-(1H-indol-3-yl)ethyl)-2-(5-methylpyridin-3-yl)-5,6,7,8-tetrahydropyrido[4,3-d]pyrimidin-4-amine N1C=C(C2=CC=CC=C12)CCNC=1C2=C(N=C(N1)C=1C=NC=C(C1)C)CCNC2